5-((((3'-chloro-2'-(2-chloro-3-((2-fluoro-3-(((2-hydroxyethyl)(methyl)amino)methyl)phenyl)amino)phenyl)-6-methoxy-[2,4'-bipyridin]-5-yl)methyl)amino)methyl)pyrrolidin-2-one ClC=1C(=NC=CC1C1=NC(=C(C=C1)CNCC1CCC(N1)=O)OC)C1=C(C(=CC=C1)NC1=C(C(=CC=C1)CN(C)CCO)F)Cl